4-(6-trifluoromethyl-imidazo[4,5-b]pyridin-3-yl)-aniline FC(C=1C=C2C(=NC1)N(C=N2)C2=CC=C(N)C=C2)(F)F